tert-butyl (2S,4R)-4-(((benzyloxy)carbonyl)oxy)-2-(hydroxymethyl)pyrrolidine-1-carboxylate C(C1=CC=CC=C1)OC(=O)O[C@@H]1C[C@H](N(C1)C(=O)OC(C)(C)C)CO